(naphthylphenyl)anthracene C1(=CC=CC2=CC=CC=C12)C1=C(C=CC=C1)C1=CC=CC2=CC3=CC=CC=C3C=C12